N-methyl-2-[2-(3-methylimidazol-4-yl)-4-quinolinyl]benzimidazole-5-carboxamide CNC(=O)C1=CC2=C(N=C(N2)C2=CC(=NC3=CC=CC=C23)C=2N(C=NC2)C)C=C1